4-{(S)-2-[(S)-2-(methoxycarbonylamino)-3-phenylpropanamido]-2-(2-ethylthiazol-4-yl)ethyl}phenyl-sulfamic acid COC(=O)N[C@H](C(=O)N[C@@H](CC1=CC=C(C=C1)NS(O)(=O)=O)C=1N=C(SC1)CC)CC1=CC=CC=C1